ClC=1C=C2C=NN(C2=CC1OCC1=CC=NO1)C1OCCCC1 5-(((5-chloro-1-(tetrahydro-2H-pyran-2-yl)-1H-indazol-6-yl)oxy)methyl)isoxazole